N-(1-cyclopentylimidazol-4-yl)-4-methyl-3-[2-(3-pyridinyl)ethynyl]benzamide C1(CCCC1)N1C=NC(=C1)NC(C1=CC(=C(C=C1)C)C#CC=1C=NC=CC1)=O